2-(pyridin-3-yl)-N'-tetradecylthiazole-4-carbohydrazide N1=CC(=CC=C1)C=1SC=C(N1)C(=O)NNCCCCCCCCCCCCCC